7-(4'-(1-phenyl-1H-benzo[d]imidazol-2-yl)-[1,1'-biphenyl]-4-yl)dibenzo[c,h]acridine C1(=CC=CC=C1)N1C(=NC2=C1C=CC=C2)C2=CC=C(C=C2)C2=CC=C(C=C2)C2=C1C=CC3=C(C1=NC=1C4=C(C=CC21)C=CC=C4)C=CC=C3